FC(OC1=C(C=CC=C1)S)(F)F 2-(trifluoromethoxy)-benzenethiol